FC=1C(=C(C=C(C1)C(F)(F)F)O)C1=C2C(=C(N=N1)N[C@H]1[C@H](CCCC1)O)C=NC=C2 3-fluoro-2-[4-[[(1r,2s)-2-hydroxycyclohexyl]amino]pyrido[3,4-d]pyridazin-1-yl]-5-(trifluoromethyl)phenol